BrC1=CC2=C(C=C1)C1=C(C(N([C@](CO1)(C(=O)N[C@@H](C)C1=CC=CC=C1)C)CCOC)=O)O2 (R)-8-bromo-4-(2-methoxyethyl)-3-methyl-5-oxo-N-((S)-1-phenylethyl)-2,3,4,5-tetrahydrobenzofuro[2,3-f][1,4]oxazepine-3-carboxamide